O=C1NC(C2=C(N1)SC=C2C(=O)O)=O 2,4-dioxo-1H-thieno[2,3-d]pyrimidine-5-carboxylic acid